2,7-dichloro-4-(4-(trifluoromethyl)piperidin-1-yl)pteridine ClC1=NC2=NC(=CN=C2C(=N1)N1CCC(CC1)C(F)(F)F)Cl